5-Bromo-3-pyridyl 3-deoxy-3-[4-(3,4,5-trifluorophenyl)-1H-1,2,3-triazol-1-yl]-1-thio-α-D-galactopyranoside FC=1C=C(C=C(C1F)F)C=1N=NN(C1)[C@@H]1[C@H]([C@@H](SC=2C=NC=C(C2)Br)O[C@@H]([C@@H]1O)CO)O